CC=1SC(=C(N1)C1=CC=C(CN2C3=NC(=NC=C3N(C2=O)C)C2=C(C=CC=C2)C(C)C)C=C1)C 9-(4-(2,5-dimethylthiazol-4-yl)benzyl)-2-(2-isopropylphenyl)-7-methyl-7,9-dihydro-8H-purin-8-one